2-(3'-tert-Butyl-2'-hydroxy-5'-(2-methoxycarbonylethyl)phenyl)benzotriazole C(C)(C)(C)C=1C(=C(C=C(C1)CCC(=O)OC)N1N=C2C(=N1)C=CC=C2)O